C(=C)(C)C1=CC=C(C=C1)O 4-isopropenylphenol